FC(CN1CC(CC1)OC1=CC=C2CCC3(C2=C1)CCC(CC3)C(=O)O)(F)F 6'-{[1-(2,2,2-trifluoroethyl)pyrrolidin-3-yl]oxy}-2',3'-dihydrospiro[cyclohexane-1,1'-indene]-4-carboxylic acid